COCCOC=1N=C(C2=C(N1)C(=CN2)CC=2C=NC(=CC2)CN2CCCC2)N 2-(2-methoxyethoxy)-7-((6-(pyrrolidin-1-ylmethyl)pyridin-3-yl)methyl)-5H-pyrrolo[3,2-d]pyrimidin-4-amine